CC1=NN(C(=C1)C)C=1C=C(C(=O)NC(C(=O)O)CCN(CCCCC2=NC=3NCCCC3C=C2)C)C=CC1 2-[[3-(3,5-dimethylpyrazol-1-yl)benzoyl]amino]-4-[methyl-[4-(5,6,7,8-tetrahydro-1,8-naphthyridin-2-yl)butyl]amino]butanoic acid